palladium-selenium [Se].[Pd]